IC1=CN(C2=NC=C(C=C21)C(=O)NCCCNC(OC(C)(C)C)=O)S(=O)(=O)C2=CC=C(C=C2)C tert-Butyl N-(3-{[3-iodo-1-(4-methylbenzenesulfonyl)-1H-pyrrolo[2,3-b]pyridin-5-yl]formamido}propyl)carbamate